6-methoxy-1H-indole COC1=CC=C2C=CNC2=C1